O[C@H](CN[C@H]1COC2(C1)CCN(CC2)C(=O)OCC2=CC=CC=C2)COC2=CC(=CC=C2)S(=O)(=O)C (R)-benzyl 3-(((R)-2-hydroxy-3-(3-(methylsulfonyl) phenoxy) propyl) amino)-1-oxa-8-azaspiro[4.5]decane-8-carboxylate